ClC1=CC=C(C=C1)C1COC2=C(O1)C=CC=C2C2CCN(CC2)CC=2NC(=CN2)C=CC(=O)[O-] 3-(2-((4-(2-(4-chlorophenyl)-2,3-dihydrobenzo[b][1,4]dioxin-5-yl)piperidin-1-yl)methyl)-1H-imidazol-5-yl)acrylate